2,5-dichloro-4-[3-(2-pyridyl)phenyl]pyrimidine ClC1=NC=C(C(=N1)C1=CC(=CC=C1)C1=NC=CC=C1)Cl